ClC1=CC(=NC(=C1)C(=O)OC(C)C)C(=O)OC(C)C diisopropyl 4-chloropyridine-2,6-dicarboxylate